COC(=O)C=1C(=NC(=NC1CC1=CC=CC=C1)Cl)Cl 2,4-dichloro-6-benzyl-pyrimidine-5-carboxylic acid methyl ester